5-(3-oxo-morpholino)-2-(trifluoromethyl)thiazole-4-carbohydrazide O=C1COCCN1C1=C(N=C(S1)C(F)(F)F)C(=O)NN